5-((2-amino-3-fluoropyridin-4-yl)methyl)-2-((4-cyclopropyl-2-fluorophenyl)amino)-3,4-difluorobenzoic acid methyl ester COC(C1=C(C(=C(C(=C1)CC1=C(C(=NC=C1)N)F)F)F)NC1=C(C=C(C=C1)C1CC1)F)=O